6-(2-(5-Chloropyridin-2-yl)-1H-benzo[d]imidazol-6-yl)-3-(2-morpholinoethyl)quinazolin-4(3H)-one ClC=1C=CC(=NC1)C1=NC2=C(N1)C=C(C=C2)C=2C=C1C(N(C=NC1=CC2)CCN2CCOCC2)=O